FC=1C=NC(=NC1)C=1C=C2C(=NC=NC2=C(C1)OC)NC(C)C=1SC(=NN1)C 6-(5-fluoropyrimidin-2-yl)-8-methoxy-N-(1-(5-methyl-1,3,4-thiadiazol-2-yl)ethyl)quinazolin-4-amine